ethyl 2-[[4-[[4-[[(4-isopropoxyphenyl)sulfonylamino]methyl]triazol-1-yl]methyl]phenyl]carbamoyl]-4-methyl-pentanoate C(C)(C)OC1=CC=C(C=C1)S(=O)(=O)NCC=1N=NN(C1)CC1=CC=C(C=C1)NC(=O)C(C(=O)OCC)CC(C)C